methyl 5-cyano-3-cyclopropylpyridine-2-carboxylate C(#N)C=1C=C(C(=NC1)C(=O)OC)C1CC1